C(C)C=1NC2=C(C(=NC=3C(=C(C=CC23)C2=CC(=CC3=CC=CC=C23)O)F)C2=CN(C(C=C2)=O)CC)N1 2-ethyl-4-(1-ethyl-6-oxo-1,6-dihydropyridin-3-yl)-6-fluoro-7-(3-hydroxynaphthalen-1-yl)-1H-imidazo[4,5-c]quinolin